C(#C)C1=CC=C(C=C1)C(C(=O)C1=C(C=CC=C1)O)=C (4-ethynylphenyl)-1-(2-hydroxyphenyl)-2-propen-1-one